e-11-hexadecenal C(CCCCCCCCC\C=C\CCCC)=O